CN1N=CC=2N=C(NC(C21)=O)C2=NC=CN=C2 1-methyl-5-(pyrazin-2-yl)-6H-pyrazolo[4,3-d]pyrimidin-7-one